4-(4-(4-ethylpiperazin-1-yl)-[1,4'-bipiperidin]-1'-yl)-3-((4-(hexacosyloxy)phenyl)sulfonyl)-6-(methylsulfonyl)quinoline C(C)N1CCN(CC1)C1CCN(CC1)C1CCN(CC1)C1=C(C=NC2=CC=C(C=C12)S(=O)(=O)C)S(=O)(=O)C1=CC=C(C=C1)OCCCCCCCCCCCCCCCCCCCCCCCCCC